P(O)(O)N.C/1=C\CCCCCC1 trans-cyclooctene phosphoramidite